ClC1=C(C=CC(=C1)Cl)C1=NOC(=N1)C(=O)OC methyl 3-(2,4-dichlorophenyl)-1,2,4-oxadiazole-5-carboxylate